CCCCC(O)=O 5-methyl-oxapentan-2-one